N-((5-(2-((6-methoxy-2-methylquinazolin-4-yl)thio)acetyl)thiophen-2-yl)methyl)-6-methylnicotinamide COC=1C=C2C(=NC(=NC2=CC1)C)SCC(=O)C1=CC=C(S1)CNC(C1=CN=C(C=C1)C)=O